tert-butyl 3-[3-[[tert-butyl(dimethyl)silyl]oxymethyl]-6-chloro-5-fluoro-4-(1-tetrahydropyran-2-yloxycyclopropyl)-2,7-naphthyridin-1-yl]-3,8-diazabicyclo[3.2.1]octane-8-carboxylate [Si](C)(C)(C(C)(C)C)OCC=1N=C(C2=CN=C(C(=C2C1C1(CC1)OC1OCCCC1)F)Cl)N1CC2CCC(C1)N2C(=O)OC(C)(C)C